N1COCC2C1CNCC2 octahydro-2H-pyrido[3,4-d][1,3]oxazine